C[C@H](C(=O)[O-])O[C@@H]1[C@H]([C@@H](O[C@@H]([C@H]1O)COP(=O)([O-])[O-])O)NC(=O)C The molecule is an organophosphate oxoanion that is a trianion arising from deprotonation of phosphate and carboxylic acid functions of N-acetyl-beta-muramic acid 6-phosphate. It is a conjugate base of a N-acetyl-beta-muramic acid 6-phosphate.